C(#N)C=1C=C(C(=NC1)C(=O)NC1=CC=C2C=NN(C2=C1)C=1C=NN(C1)C)F 5-Cyano-3-fluoro-N-(1-(1-methyl-1H-pyrazol-4-yl)-1H-indazol-6-yl)picolinamide